N-((3S,5R)-5-methylpiperidin-3-yl)acetamide C[C@@H]1C[C@@H](CNC1)NC(C)=O